(dimethylamino)-4-methyl-6-(pentadecyloxy)pyrimidin-5-ol CN(C)C1=NC(=C(C(=N1)C)O)OCCCCCCCCCCCCCCC